O=[V] Oxidovanadium